CC(CS(=O)(=O)O)C 2-methylpropane-sulfonic Acid